Di-tert-butyl (((S)-6-(5-amino-N-(4-(tributylstannyl)benzyl)pentanamido)-1-(tert-butoxy)-1-oxohexan-2-yl)carbamoyl)-L-glutamate NCCCCC(=O)N(CC1=CC=C(C=C1)[Sn](CCCC)(CCCC)CCCC)CCCC[C@@H](C(=O)OC(C)(C)C)NC(=O)N[C@@H](CCC(=O)OC(C)(C)C)C(=O)OC(C)(C)C